[3-(6-aminohexylamino)propyl]methyldiethoxysilane NCCCCCCNCCC[Si](OCC)(OCC)C